FC1=C(C=C(C=C1)[C@@H](C)NC(=O)NC1CC2(C1)CCC2)OCC(F)(F)F 1-{(R)-1-[4-Fluoro-3-(2,2,2-trifluoro-ethoxy)-phenyl]-ethyl}-3-spiro[3.3]hept-2-yl-urea